4,4-DIMETHYL-1-CYCLOHEXEN CC1(CC=CCC1)C